CC1=C(C=NN1C(C)C1=CC=CC=C1)C(=O)N 5-methyl-1-(1-phenylethyl)-1H-pyrazole-4-carboxamide